C[C@@H]1O[C@@H](CN(C1)C1=CC=CC(=N1)C1=NC2=CC(=NC=C2C=C1)CC(=O)NC1=CC(=CC=C1)C1(OCC1)C)C 2-(2-(6-((cis)-2,6-dimethylmorpholino)pyridin-2-yl)-1,6-naphthyridin-7-yl)-N-(3-(2-methyloxetan-2-yl)phenyl)acetamide